N-(3-(3-chloro-2-(3-methoxy-4-(((((R)-5-oxopyrrolidin-2-yl)methyl)amino)methyl)phenyl)pyridin-4-yl)-2-methylphenyl)-5-(((((S)-5-oxopyrrolidin-2-yl)methyl)amino)methyl)picolinamide ClC=1C(=NC=CC1C=1C(=C(C=CC1)NC(C1=NC=C(C=C1)CNC[C@H]1NC(CC1)=O)=O)C)C1=CC(=C(C=C1)CNC[C@@H]1NC(CC1)=O)OC